2-(4-(benzyloxy)-2-(hydroxymethyl)-3-methoxyphenyl)-N-(4-(benzyloxy)-3-(methoxy-d3)phenethyl)acetamide 2,2,3,4,4,4-Hexafluoro-butylmethacrylat FC(COC(C(=C)C)=O)(C(C(F)(F)F)F)F.C(C1=CC=CC=C1)OC1=C(C(=C(C=C1)CC(=O)NCCC1=CC(=C(C=C1)OCC1=CC=CC=C1)OC([2H])([2H])[2H])CO)OC